C1(CC1)C=1N=CN(C1)C1=C(C=CC(=C1)C1=NNC2=CC=C(C=C12)C1=NN=CN1C(C)C)N1CCOCC1 4-(2-(4-cyclopropyl-1H-imidazol-1-yl)-4-(5-(4-isopropyl-4H-1,2,4-triazol-3-yl)-1H-indazol-3-yl)phenyl)morpholine